CN(C(OC1=CC2=C(C(=C(C(O2)=O)CC2=C(C(=CC=C2)NS(NC)(=O)=O)Cl)CN2CCNCC2)C=C1F)=O)C 3-(2-Chloro-3-((N-methylsulfamoyl) amino) benzyl)-6-fluoro-2-oxo-4-(piperazin-1-ylmethyl)-2H-benzopyran-7-yl dimethylcarbamate